N-((1H-benzo[d]imidazol-6-yl)methyl)-N-(3-methoxybenzyl)-3-(piperidin-1-ylmethyl)aniline N1C=NC2=C1C=C(C=C2)CN(C2=CC(=CC=C2)CN2CCCCC2)CC2=CC(=CC=C2)OC